(3R,4R,5S)-4-acetylamino-5-((6-methyl-[1,1'-biphenyl]-3-yl)methyl)amino-3-(pentan-3-oxy)cyclohex-1-ene-1-carboxylic acid C(C)(=O)N[C@H]1[C@@H](C=C(C[C@@H]1NCC=1C=C(C(=CC1)C)C1=CC=CC=C1)C(=O)O)OC(CC)CC